C(CCCCCCCCCCCCC)OCC=1OC(=CC(C1)=O)COCCCCCCCCCCCCCC 2,6-di(tetradecyl)oxymethyl-4-pyrone